N-(4-(trifluoromethyl)pyridin-2-yl)-8-oxatricyclo[3.2.1.02,4]octane-2-carboxamide FC(C1=CC(=NC=C1)NC(=O)C12C3CCC(C2C1)O3)(F)F